N-[(1R)-1-[[(3-amino-3-oxo-propyl)-(2-chloroacetyl)amino]carbamoyl]-3-methyl-butyl]-1H-pyrrolo[3,2-c]pyridine-2-carboxamide NC(CCN(C(CCl)=O)NC(=O)[C@@H](CC(C)C)NC(=O)C1=CC=2C=NC=CC2N1)=O